8-(2,3-dichlorophenyl)-N-[(4S)-3,4-dihydro-2H-1-benzopyran-4-yl]-4-(dimethylamino)-5-methoxy-1,6-naphthyridine-3-carboxamide ClC1=C(C=CC=C1Cl)C=1C=NC(=C2C(=C(C=NC12)C(=O)N[C@H]1CCOC2=C1C=CC=C2)N(C)C)OC